N1C=C(C2=CC=CC=C12)CCNC(=O)C=1C(=NC(=NC1)C(F)(F)F)N1CCOCC1 N-(2-(1H-indol-3-yl)ethyl)-4-morpholino-2-(trifluoromethyl)pyrimidine-5-carboxamide